Cl.CNC1CCN(CC1)C1=CC=CC(=N1)S(=O)(=O)NC1=NC(=C(C=C1)C(F)(F)F)C1=C(C=CC=C1)C 6-(4-(methylamino)piperidin-1-yl)-N-(6-(o-tolyl)-5-(trifluoromethyl)pyridin-2-yl)pyridine-2-sulfonamide hydrochloride